ClC1=C(OC2CCN(CC2)C(CNC(=O)C2=NNC(=C2)C2=C(C=CC=C2)O)=O)C=CC=C1 5-(2-Hydroxy-phenyl)-1H-pyrazole-3-carboxylic acid {2-[4-(2-chloro-phenoxy)-piperidin-1-yl]-2-oxo-ethyl}-amide